N[C@H](C(=O)N)C[C@H]1C(NC(C1)(C)C)=O (S)-2-amino-3-((R)-5,5-dimethyl-2-oxopyrrolidin-3-yl)propanamide